NCCOCCCOCCN 2-[3-(2-Aminoethoxy)propoxy]ethanamine